FC(C(C([2H])([2H])[2H])=NNC(C1=CC=CC=C1)=O)(F)F N'-(1,1,1-trifluoropropan-2-ylidene-3,3,3-d3)benzohydrazide